IC=1C=C(C=CC1OC)N(C1=CC(=NC2=CC=CC=C12)C#N)C 4-((3-iodo-4-methoxyphenyl)(methyl)amino)quinoline-2-carbonitrile